OC1=C(C(/C=C/C2=CC=C(C=C2)OC)=O)C=CC(=C1)F 2'-Hydroxy-4-methoxy-4'-Fluorochalcone